C(C)(C)(C)C=1C=C(C=C(C1O)C(C)(C)C)C=CC(=O)NCCCCCCNC(CCC1=CC(=C(C(=C1)C(C)(C)C)O)C(C)(C)C)=O 3-(3,5-ditert-butyl-4-hydroxy-phenyl)-N-[6-[3-(3,5-ditert-butyl-4-hydroxyphenyl)propanoylamino]hexyl]propenamide